2,7-diacetylethynyl-pyrene C(C)(=O)C#CC1=CC=C2C=CC3=CC(=CC4=CC=C1C2=C34)C(C)=O